3-(7-((3,3-difluoro-1-methylpiperidin-4-yl)amino)-3-(2,2,2-trifluoroethyl)benzofuran-2-yl)prop-2-yn FC1(CN(CCC1NC1=CC=CC=2C(=C(OC21)C#CC)CC(F)(F)F)C)F